(S)-4-(7-chloro-8-fluoro-2-(methylthio)pyrido[4,3-d]pyrimidin-4-yl)-2-(cyanomethyl)piperazine-1-Carboxylic acid tert-butyl ester C(C)(C)(C)OC(=O)N1[C@H](CN(CC1)C=1C2=C(N=C(N1)SC)C(=C(N=C2)Cl)F)CC#N